4-(3-methyl-1,2,4-oxadiazol-5-yl)butanoic acid CC1=NOC(=N1)CCCC(=O)O